2-Succinimido-1,1,3,3-tetra-methyluronium C1(CCC(N1OC(=[N+](C)C)N(C)C)=O)=O